6-METHOXY-2,6-DIMETHYL-HEPTANAL COC(CCCC(C=O)C)(C)C